chlorohydroxyaluminum zirconium [Zr].Cl[Al]O